C1(=C(C=CC=C1)C1=CC(=NN1)NC1=CC=C(C=C1)O)C 4-((5-(o-tolyl)-1H-pyrazol-3-yl)amino)phenol